O1N=C(C=C1)C1N(CCC1)C1CCNCC1 4-[2-(1,2-oxazol-3-yl)pyrrolidin-1-yl]piperidin